OC(C)(C)C=1N=CC(=NC1)N1C(O[C@@]2(C1)C[C@@]1(C[C@@H]1CC2)CN2C=NC1=C2C=C(C=C1)C#N)=O (((1R,3R,6S)-3'-(5-(2-hydroxypropan-2-yl)pyrazin-2-yl)-2'-oxospiro[bicyclo[4.1.0]heptane-3,5'-oxazolidin]-1-yl)methyl)-1H-benzo[d]imidazole-6-carbonitrile